FC1=C(C(=CC(=C1)N1[C@@H]([C@H](C1)NC=1OC(=NN1)C12CC(C1)(C2)C(F)(F)F)C)F)C2C(NC(CC2)=O)=O 3-(2,6-difluoro-4-((2R,3S)-2-methyl-3-((5-(3-(trifluoromethyl)bicyclo[1.1.1]pentan-1-yl)-1,3,4-oxadiazol-2-yl)amino)azetidin-1-yl)phenyl)piperidine-2,6-dione